BrC1=NC2=CC=C(C=C2C(=C1)C1=CC=CC=C1)CCCCCC 2-bromo-6-hexyl-4-phenylquinoline